FC1=C(C=C(C=C1F)N1N=CC2=CC(=CC=C12)N1CC2(C1)CN(C2)S(=O)(=O)C)O 2,3-Difluoro-5-(5-(6-(methylsulfonyl)-2,6-diazaspiro[3.3]heptan-2-yl)-1H-indazol-1-yl)phenol